pyridazin-3-benzamide N1=NC(=CC=C1)C1=CC=CC=C1C(=O)N